5-(4-(trifluoromethyl)phenyl)pyrimidin-2-amine FC(C1=CC=C(C=C1)C=1C=NC(=NC1)N)(F)F